2-(3,4-dihydroxyphenyl)-3-hexyloxy-5,7-dihydroxy-4H-benzopyran-4-one OC=1C=C(C=CC1O)C=1OC2=C(C(C1OCCCCCC)=O)C(=CC(=C2)O)O